C(C1=CC=CC=C1)OCCOCCOC1=C(N(C2=CC(=C(C=C12)F)F)C)C(=O)N1CCN(CC1)C([C@H](C1CCCCC1)NC(=O)[C@H](C)N(C(OC(C)(C)C)=O)C)=O tert-Butyl ((S)-1-((S)-2-(4-(3-(2-(2-benzyloxyethoxy)ethoxy)-5,6-difluoro-1-methyl-1H-indole-2-carbonyl)-piperazin-1-yl)-1-cyclohexyl-2-oxo-ethylcarbamoyl)ethyl)methylcarbamate